BrC=1C(=NC=C(C1)F)C(=O)N(C)OC 3-bromo-5-fluoro-N-methoxy-N-methylpicolinamide